C(#N)C1=NC=CC(=N1)N(C1CCN(CC1)C(=O)OC(C)(C)C)C tert-Butyl 4-((2-cyanopyrimidin-4-yl)(methyl)amino)piperidine-1-carboxylate